NC1=C(OCCOC(=O)N2CCCCC2)C=C(C=C1)C(=O)OC 2-(2-amino-5-(methoxycarbonyl)phenoxy)-ethylpiperidine-1-carboxylate